(R)-3-(3-fluoro-4-(2,2,2-trifluoroethoxy)benzyl)-1-(4-fluorophenylmethyl)-1-((1-methylpyrrolidin-3-yl)methyl)urea FC=1C=C(CNC(N(C[C@H]2CN(CC2)C)CC2=CC=C(C=C2)F)=O)C=CC1OCC(F)(F)F